phosphonic acid (phosphate) P(=O)(O)(O)O.P(O)(O)=O